BrC1=C(NC2=NSC=3C2=NC=CN3)C=CC=C1C1=CC3=C(OCCO3)C=C1 3-(2-bromo-3-(1,4-benzodioxan-6-yl)anilino)isothiazolo[4,5-b]pyrazine